FC([C@H]1[C@@H](N(CC1)C(=O)OCC1=CC=CC=C1)C(=O)N1CCC2(CN(C2)C=2N=CN=NC2OC2=C(C=C(C=C2)F)C(N(C(C)C)CC)=O)CC1)F benzyl trans-3-(difluoromethyl)-2-[2-(6-{2-[ethyl(propan-2-yl)carbamoyl]-4-fluorophenoxy}-1,2,4-triazin-5-yl)-2,7-diazaspiro[3.5]nonane-7-carbonyl]pyrrolidine-1-carboxylate